6-(benzo[d]thiazol-5-yl)-3-methyl-3,4-dihydropyridin S1C=NC2=C1C=CC(=C2)C2=CCC(C=N2)C